COC=1C=C(C=CC1OC)C1=CC=NC=2N1N=C(C2)C(=O)NC2CCC(CC2)C(=O)OCCCN2CCOCC2 3-morpholinopropyl (1s,4s)-4-(7-(3,4-dimethoxyphenyl)pyrazolo[1,5-a]pyrimidine-2-carboxamido)cyclohexane-1-carboxylate